tert-butyl (2-mercaptoethyl)(methyl)carbamate SCCN(C(OC(C)(C)C)=O)C